C(C)OC(=C(OCC)OCC)[SiH3] triethoxyvinylsilane